(3-Fluorophenyl)(5-methylpyridin-2-yl)methanol tert-Butyl-5-bromo-6-methoxy-2-oxoindoline-1-carboxylate C(C)(C)(C)C1C(N(C2=CC(=C(C=C12)Br)OC)C(=O)OC(C1=NC=C(C=C1)C)C1=CC(=CC=C1)F)=O